ClC1=C(C(=O)O)C=C(C=C1)NC(=O)[C@@H]1C([C@H]1C1=CC(=C(C=C1)F)C(F)(F)F)(Cl)Cl 2-chloro-5-((1r,3r)-2,2-dichloro-3-(4-fluoro-3-(trifluoromethyl)phenyl)cyclopropane-1-carboxamido)benzoic acid